tetravinyl-dimethyl-disiloxane C(=C)[Si](O[Si](C)(C)C=C)(C=C)C=C